C1=NC=CC2=CC(=CC=C12)COC1=CC=CC(=N1)C1CCNCC1 4-(6-(isoquinolin-6-ylmethoxy)pyridin-2-yl)piperidine